1-[1-[(2-fluorophenyl)methyl]cyclobutyl]methanamine FC1=C(C=CC=C1)CC1(CCC1)CN